2-((6-Methoxy-2-methylpyridin-3-yl)sulfonyl)-N-(2-methoxyethyl)-N-methyl-2-azaspiro[3.4]octan-6-amine COC1=CC=C(C(=N1)C)S(=O)(=O)N1CC2(C1)CC(CC2)N(C)CCOC